1-methyldiethoxysilyl-8-bis(dimethylamino)phenylsilyloctane C[Si](CCCCCCCC[Si](C1=CC=CC=C1)(N(C)C)N(C)C)(OCC)OCC